(2r,3r,11br)-3-(2,2-dimethylpropyl)-10-methoxy-9-(1,3-oxazol-4-ylmethoxy)-1h,2h,3h,4h,6h,7h,11bh-pyrido[2,1-a]isoquinolin-2-ol CC(C[C@H]1[C@@H](C[C@H]2N(CCC3=CC(=C(C=C23)OC)OCC=2N=COC2)C1)O)(C)C